9-([1,1'-biphenyl]-4-yl)-10-bromoanthracene C1(=CC=C(C=C1)C=1C2=CC=CC=C2C(=C2C=CC=CC12)Br)C1=CC=CC=C1